C1(CC1)C1=NC=NC(=C1C1=NN2C(N(C(CC2)=O)[C@@H](C)C2=CC(=C(C=C2)C=2N(C=C(N2)C(F)(F)F)CC)F)=C1)OC (S)-2-(4-cyclopropyl-6-methoxypyrimidin-5-yl)-4-(1-(4-(1-ethyl-4-(trifluoromethyl)-1H-imidazol-2-yl)-3-fluorophenyl)ethyl)-6,7-dihydropyrazolo[1,5-a]pyrimidin-5(4H)-one